N[C@H]1CN(C[C@@H](C1)F)C(=O)C=1C=C(C=2N(C1)N=C(C2C)C=2N(C1=C(C=CC=C1C2)OC[C@@H]2CCC(N2)=O)CC2CC2)OC (S)-5-(((2-(6-((3R,5R)-3-Amino-5-fluoropiperidine-1-carbonyl)-4-methoxy-3-methylpyrazolo[1,5-a]pyridin-2-yl)-1-(cyclopropylmethyl)-1H-indol-7-yl)oxy)methyl)pyrrolidin-2-one